(S)-(3-(5-fluoropyridin-3-yl)-2,7-dimethyl-2,4,5,7-tetrahydro-6H-pyrazolo[3,4-c]pyridin-6-yl)(quinoxalin-6-yl)methanone FC=1C=C(C=NC1)C=1N(N=C2[C@@H](N(CCC21)C(=O)C=2C=C1N=CC=NC1=CC2)C)C